CC1=C(C=NC=C1)C(CC(=O)C1CCN(CC1)CC1=NC2=CC=CC=C2C=C1)=O 1-(4-methylpyridin-3-yl)-3-(1-(quinolin-2-ylmethyl)piperidin-4-yl)propane-1,3-dione